2-(2-methoxy-7-methylquinoxalin-5-yl)-5,6-dihydrobenzo[d]thiazol-7(4H)-one COC1=NC2=CC(=CC(=C2N=C1)C=1SC2=C(N1)CCCC2=O)C